N-ethylmyristic acid amide C(C)NC(CCCCCCCCCCCCC)=O